CC1=CC=C(C=C1)S(=O)(=O)ON O-(p-toluenesulfonyl)-hydroxylamine